C(C)N(CC)CC.OC1=CC=C(C(=O)O)C=C1 p-hydroxybenzoic acid-triethylamine salt